3-nitro-4-(β-hydroxyethyl)aminophenol [N+](=O)([O-])C=1C=C(C=CC1NCCO)O